OCC[C@@H](C)NC(OC1=CC=CC=C1)=O (R)-phenyl (4-hydroxybutan-2-yl)carbamate